ClC1=C2C(=NC=C1OC=1C=NN3C1C=CC(=C3)F)N=C(N2C)NC=2C(N(C=C(C2)C2CC2)C2CC(C2)O)=O 3-((7-chloro-6-((6-fluoropyrazolo[1,5-a]pyridin-3-yl)oxy)-1-methyl-1H-imidazo[4,5-b]pyridin-2-yl)amino)-5-cyclopropyl-1-(3-hydroxycyclobutyl)pyridin-2(1H)-one